3-[2-(2-tert-butylphenoxy)pyridin-3-yl]-1-[5-(4-phenyl-4H-1,2,4-triazol-3-yl)pyridin-2-yl]urea C(C)(C)(C)C1=C(OC2=NC=CC=C2NC(NC2=NC=C(C=C2)C2=NN=CN2C2=CC=CC=C2)=O)C=CC=C1